(5aR,6S,6aS)-3-((8-(2-(trifluoromethyl)phenyl)-5,6,7,8-tetrahydronaphthalen-2-yl)methoxy)-5,5a,6,6a-tetrahydrocyclopropa[4,5]cyclopenta[1,2-c]pyridine-6-carboxylic acid FC(C1=C(C=CC=C1)C1CCCC=2C=CC(=CC12)COC1=CC2=C(C=N1)[C@H]1[C@@H](C2)[C@@H]1C(=O)O)(F)F